5-chloro-7-[(1R)-1-(2,4-dichlorophenyl)ethoxy]-2-methylpyrazolo[4,3-d]pyrimidine ClC=1N=C(C=2C(N1)=CN(N2)C)O[C@H](C)C2=C(C=C(C=C2)Cl)Cl